C1(CC1)C=1C=C(C(=NC1)C(=O)N([C@@H]1CNC[C@@H](C1)C=1OC(=NN1)C1COC1)CC(C)C)NC1CC(C1)OC 5-cyclopropyl-N-isobutyl-3-(((1r,3s)-3-methoxycyclobutyl)amino)-N-((3s,5r)-5-(5-(oxetan-3-yl)-1,3,4-oxadiazol-2-yl)piperidin-3-yl)pyridinecarboxamide